(R)-1'-(5-Amino-1-(3,3-difluoro-1-(trifluoromethyl)cyclobutyl)-1H-pyrazole-4-carbonyl)-6-chloro-5-fluorospiro[benzo[d][1,3]oxazine-4,3'-piperidin]-2(1H)-one NC1=C(C=NN1C1(CC(C1)(F)F)C(F)(F)F)C(=O)N1C[C@@]2(CCC1)C1=C(NC(O2)=O)C=CC(=C1F)Cl